di-tert-butyl-[2-(2,4,6-tri-isopropylphenyl)phenyl]phosphane C(C)(C)(C)P(C1=C(C=CC=C1)C1=C(C=C(C=C1C(C)C)C(C)C)C(C)C)C(C)(C)C